(S)-3-(3,5-dichlorophenyl)-3-(2-(2-(2-methyl-5,6,7,8-tetrahydro-1,8-naphthyridin-3-yl)ethyl)-2-azaspiro[3.3]heptane-6-carboxamido)propionic acid ClC=1C=C(C=C(C1)Cl)[C@H](CC(=O)O)NC(=O)C1CC2(CN(C2)CCC=2C(=NC=3NCCCC3C2)C)C1